methyl (2S)-2-{[(benzyloxy)carbonyl]amino}-3-{4-[(tert-butoxycarbonyl)(methyl)amino] naphthalen-2-yl}propanoate C(C1=CC=CC=C1)OC(=O)N[C@H](C(=O)OC)CC1=CC2=CC=CC=C2C(=C1)N(C)C(=O)OC(C)(C)C